FC=1C=C(NCC=2N=C3N(C=CC(=C3)C=3OC(=NN3)C(F)(F)F)C2)C=CC1 3-Fluoro-N-((7-(5-(trifluoromethyl)-1,3,4-oxadiazol-2-yl)imidazo[1,2-a]pyridin-2-yl)methyl)aniline